C(=CC1=CC=CC=C1)\C(=C/C(=O)[O-])\C(=O)[O-] styrene-fumarate